(S)-3-methylpiperazin C[C@H]1CNCCN1